7-chloro-8-methyl-6-oxo-5H-1,5-naphthyridine-3-carboxylic acid ethyl ester C(C)OC(=O)C=1C=NC=2C(=C(C(NC2C1)=O)Cl)C